COC1=CC(=CC2=C1N=CS2)C(=O)OC methyl 4-methoxy-1,3-benzothiazole-6-carboxylate